FC=1C=C(C=C(C1)F)NC1=NC(=CC(=C1)NC(OC(C)(C)C)=O)C(NC1CC2=CC=C(C=C2C1)F)=O Tert-butyl (2-((3,5-difluorophenyl)amino)-6-((5-fluoro-2,3-dihydro-1H-inden-2-yl)carbamoyl)pyridin-4-yl)carbamate